FC1=C(OC2=CC=C(C=C2)C(CC(=O)N)=O)C=CC=C1 3-(4-(2-fluorophenoxy)phenyl)-3-oxopropanamide